FC(C(=O)OC=1C(=C(C=CC1)I)OC(C(F)(F)F)=O)(F)F bis-(trifluoroacetoxy)-iodobenzene